C(C)OP1(=NP(=NP(=N1)(F)F)(F)F)F 2-Ethoxy-2,4,4,6,6-pentafluoro-1,3,5,2λ5,4λ5,6λ5-triazatriphosphinine